FC(CCS(=O)(=O)NC1=NC=C(C=C1)C=1C=C2C=NC(=NC2=C(C1)C(C)C)NC1CCC(CC1)N(CC1COC1)C)(C)F 3,3-difluoro-N-(5-(8-isopropyl-2-(((1r,4r)-4-(methyl(oxetan-3-ylmethyl)amino)cyclohexyl)amino)quinazolin-6-yl)pyridin-2-yl)butane-1-sulfonamide